1-[2-(2-methoxyphenyl)-3-(pyridin-4-yl)-6,7-dihydropyrazolo[1,5-a]pyrazin-5(4H)-yl]but-2-en-1-one COC1=C(C=CC=C1)C1=NN2C(CN(CC2)C(C=CC)=O)=C1C1=CC=NC=C1